ClC1=C(C=CC=C1)S(=O)(=O)NC1=CC(=C(C=C1)\C=C\C=1C=NC(=NC1)NC1CCC(CC1)N(C)C)OC 2-chloro-N-(4-((E)-2-(2-(((1r,4r)-4-(dimethylamino)cyclohexyl)amino)pyrimidin-5-yl)vinyl)-3-methoxyphenyl)benzenesulfonamide